6-iodo-8-methoxy-4,4-dimethyl-2H,3H-pyrano[2,3-c]pyridine IC=1C=C2C(=C(N1)OC)OCCC2(C)C